ClC1=C(C=C(C=C1)N1N=C(N=C1CNC(=O)NCC1=NC=NN1C1=CC=C2C=CC=NC2=C1)C(C)C)F 1-{[1-(4-chloro-3-fluorophenyl)-3-(propan-2-yl)-1H-1,2,4-triazol-5-yl]methyl}-3-{[1-(quinolin-7-yl)-1H-1,2,4-triazol-5-yl]methyl}urea